N1(CCOCC1)C1=CC=C(C=C1)C(C(=O)C1=CC=CC=C1)=O 1-(4-morpholinylphenyl)-2-phenylethane-1,2-dione